C1(CC1)NC(=O)C=1C=C(C(=C(C1)C1=NC=C(C(=O)NCC=2SC=CC2C)C=C1)C)F 6-{5-[(cyclopropylamino)carbonyl]-3-fluoro-2-methylphenyl}-N-[(3-methylthiophen-2-yl)methyl]nicotinamide